cerium-cobalt-copper-iron [Fe].[Cu].[Co].[Ce]